4-hydroxyl-N-(2-((4-(6-(4-hydroxylphenyl)imidazo[2,1-b]thiazol-5-yl)pyrimidin-2-yl)amino)ethyl)benzenesulfonamide OC1=CC=C(C=C1)S(=O)(=O)NCCNC1=NC=CC(=N1)C1=C(N=C2SC=CN21)C2=CC=C(C=C2)O